C(C1=CC=CC=C1)OC=1C=C(C=C(C1)Cl)B(O)O (3-(benzyloxy)-5-chlorophenyl)boronic acid